C(C)(C)(C)C1=CC=C(C=C1)SCCC1=C2N=CN(C2=NC=N1)[C@H]1C[C@@H]([C@H](O1)CO)O (2R,3S,5R)-5-(6-(2-((4-(tert-butyl)phenyl)thio)ethyl)-9H-purin-9-yl)-2-(hydroxymethyl)tetrahydrofuran-3-ol